2-(4-((S)-1-(tert-butoxy-carbonyl)azetidine-2-carbonyl)-1-methyl-10-oxo-1,4,9-triazaspiro[5.6]-dodecan-9-yl)acetic acid C(C)(C)(C)OC(=O)N1[C@@H](CC1)C(=O)N1CCN(C2(C1)CCN(C(CC2)=O)CC(=O)O)C